9,9-bis(4-(3-amino-4-hydroxyphenoxy)phenyl)fluorene NC=1C=C(OC2=CC=C(C=C2)C2(C3=CC=CC=C3C=3C=CC=CC23)C2=CC=C(C=C2)OC2=CC(=C(C=C2)O)N)C=CC1O